OC1(CCN(CC1)C(=O)N(C)C)CN1C=NC2=C(C1=O)C=NN2C=2C=NC=C(C2)NCCN2CCOCC2 4-hydroxy-N,N-dimethyl-4-{[1-(5-{[2-(morpholin-4-yl)ethyl]amino}pyridin-3-yl)-4-oxo-1H,4H,5H-pyrazolo[3,4-d]pyrimidin-5-yl]methyl}piperidine-1-carboxamide